C(C)N(C(CCSC)=O)C1=C(N=C(S1)C=1C=NC=CC1)C N-ethyl-N-[4-methyl-2-(3-pyridyl)thiazol-5-yl]-3-methylthio-propanamide